C(C)OC(\C=C\[C@@H](C)[C@H]1CC[C@H]2[C@@H]3[C@H]4[C@@H](C5=CC(CC[C@]5(C)[C@H]3CC[C@]12C)=O)O4)=O (6α,7α,22E)-6,7-epoxy-3-oxo-4,22-choladiene-24-oic acid ethyl ester